6-(Pyrimidin-5-yl)-4-(2-(trifluoromethyl)pyrimidin-5-yl)nicotinaldehyde N1=CN=CC(=C1)C1=NC=C(C=O)C(=C1)C=1C=NC(=NC1)C(F)(F)F